(3-(4,4-bis(methoxymethyl)-cyclohexyl)-2-((methyl(2-(methylamino)ethyl)amino)-methyl)-6,7-dihydropyrazolo-[1,5-a]pyrazin-5(4H)-yl)(3-hydroxy-3-methylcyclobutyl)methanone COCC1(CCC(CC1)C=1C(=NN2C1CN(CC2)C(=O)C2CC(C2)(C)O)CN(CCNC)C)COC